C(C1=CC=CC=C1)(=O)NC(=O)[C@@H]1CC12CCN(CC2)C(=O)OC(C(F)(F)F)C(F)(F)F |o1:11| 1,1,1,3,3,3-hexafluoro-propan-2-yl (R or S)-1-(benzoylcarbamoyl)-6-aza-spiro[2.5]octane-6-carboxylate